O1C(=NC2=C1C=CC=C2)[C@H]2N(CC=1NC=NC12)C(=O)C1=CN=CO1 (S)-(4-(benzo[d]oxazol-2-yl)-4,6-dihydropyrrolo[3,4-d]imidazol-5(1H)-yl)(oxazol-5-yl)methanone